1-(5-fluoro-3-methoxy-1H-indol-1-yl)-N,N-dimethylpropan-2-amine FC=1C=C2C(=CN(C2=CC1)CC(C)N(C)C)OC